CC1([C@H]([C@@H]1C1=NOC(=N1)C1=CC(=CC=C1)OC(C(F)F)(F)F)C1=CC=C(C=C1)S(=O)(=O)N)C 4-[(1S,3S)-2,2-dimethyl-3-{5-[3-(1,1,2,2-tetrafluoroethoxy)phenyl]-1,2,4-oxadiazol-3-yl}cyclopropyl]benzenesulfonamide